C1(=CC=CC=C1)N1C(=NC2=C1C=CC(=C2)C2=CC=C(C=C2)NC(=O)NCCCN2CCCC2)C(F)(F)F (4-(1-phenyl-2-(trifluoromethyl)-1H-benzimidazol-5-yl)phenyl)-3-(3-(pyrrolidin-1-yl)propyl)urea